4-[2-(3-methoxyphenyl)ethyl]resorcinol methyl-6-(propylcarbamoyl)-3-(9-((1,2,3,4-tetrahydroisoquinolin-6-yl)carbamoyl)-4,5-dihydrobenzo[b]thieno[2,3-d]oxepin-8-yl)picolinate CC1=C(C(=NC(=C1)C(NCCC)=O)C(=O)O)C=1C(=CC2=C(OCCC3=C2SC=C3)C1)C(NC=1C=C3CCNCC3=CC1)=O.COC=1C=C(C=CC1)CCC1=C(C=C(O)C=C1)O